[Si](C)(C)(C(C)(C)C)OCCCCN1CCC2(CC1)CCC(CC2)C(CO)CO 2-(3-(4-((tert-Butyldimethylsilyl)oxy)butyl)-3-azaspiro[5.5]undecan-9-yl)propane-1,3-diol